(S)-methyl 2-(5-(2-(3-fluoro-3-methylazetidin-1-yl) ethyl)-3-methyl-2-oxopyrazin-1(2H)-yl)-4-methylpentanoate FC1(CN(C1)CCC=1N=C(C(N(C1)[C@H](C(=O)OC)CC(C)C)=O)C)C